C1(CCC1)N1N=C(C(=C1)NC(=O)C=1N=C(SC1)C=1C=NNC1)C1=NC=CC=C1 N-(1-cyclobutyl-3-(pyridin-2-yl)-1H-pyrazol-4-yl)-2-(1H-pyrazol-4-yl)thiazole-4-carboxamide